4-(2-oxo-1,3,7-triazaspiro[4.5]decan-7-yl)pyridine tert-Butyl-N-(2-bromo-6-chloro-5-methyl-3-pyridyl)carbamate C(C)(C)(C)OC(NC=1C(=NC(=C(C1)C)Cl)Br)=O.O=C1NC2(CN1)CN(CCC2)C2=CC=NC=C2